NC1=CC(=C(C=C1)CN(C(OC(C)(C)C)=O)C(=O)OC(C)(C)C)C tert-butyl N-[(4-amino-2-methylphenyl)methyl]-N-[(tert-butoxy)carbonyl]carbamate